NC=1N=CC=C2C(=CC=NC12)C=1C=C2C(=NN(C2=CC1)C(C)C)COC1=C(C=CC=C1)CC(=O)O 2-(2-((5-(8-amino-1,7-naphthyridin-4-yl)-1-isopropyl-1H-indazol-3-yl)methoxy)phenyl)acetic acid